ethyl (1s,4s)-4-(2-amino-5-fluoro-1H-benzo[d]imidazol-1-yl)cyclohexane-1-carboxylate NC1=NC2=C(N1C1CCC(CC1)C(=O)OCC)C=CC(=C2)F